(E)-3-(3,7-dimethylocta-2,6-dien-1-yl)-N-hexyl-2,4-dihydroxy-6-pentylbenzenesulfonamide C\C(=C/CC=1C(=C(C(=CC1O)CCCCC)S(=O)(=O)NCCCCCC)O)\CCC=C(C)C